[N+](=O)([O-])C=1C(=NC(=CC1)C1=CC=CC=C1)NC=1C=CC(=NC1)NC(OC(C)(C)C)=O tert-butyl (5-((3-nitro-6-phenylpyridin-2-yl)amino)pyridin-2-yl)carbamate